OC=1C2=C(N=C(N1)NC(=O)OC)C(=NN2CC2=C(C=C(C=C2)C2N(CCN(C2)C(=O)OC(C)(C)C)C(=O)OC(C)(C)C)OC)I di-tert-butyl 2-(4-((7-hydroxy-3-iodo-5-((methoxycarbonyl)amino)-1H-pyrazolo[4,3-d]pyrimidin-1-yl)methyl)-3-methoxyphenyl)piperazine-1,4-dicarboxylate